C1[C@@H]2[C@H]([C@H]([C@@H](O2)N3C=NC4=C(N=CN=C43)N)O)OP(=S)(O1)O The molecule is a nucleoside 3',5'-cyclic phosphorothioate having adenine as the nucleobase (the Sp-stereoisomer). It has a role as a protein kinase agonist. It is a member of purines and a nucleoside 3',5'-cyclic phosphorothioate. It derives from a 3',5'-cyclic AMP.